tert-butyl ((2E,4E)-10-phenyldeca-2,4-dienoyl)-L-threoninate C1(=CC=CC=C1)CCCCC/C=C/C=C/C(=O)N[C@@H]([C@H](O)C)C(=O)OC(C)(C)C